Perfluoromethyl-pentene FC(=C(C(C(C(F)(F)F)(F)F)(F)F)F)C(F)(F)F